ethyl (2R,3S)-3-(S-tert-butylsulfonamido)-bicyclo[2.2.2]octane-2-carboxylate C(C)(C)(C)S(=O)(=O)N[C@@H]1[C@@H](C2CCC1CC2)C(=O)OCC